1,1,1,2,2,4,4-heptafluorobutane FC(C(CC(F)F)(F)F)(F)F